C(C)(=O)OOC1=NN(C(=C1CC)C1=CC=C(C=C1)OC)C1=CC=C(C=C1)C(C)C Ethyl-{[1-(4-isopropylphenyl)-5-(4-methoxyphenyl)-1H-pyrazol-3-yl]oxy} acetat